N1(CCC1)C(C=1C=C(C=CC1)N1C(C2=CC(=CC(=C2C1)C(F)(F)F)CNC1(CCC1)C)=O)C1=NN=CN1C 2-(3-(azetidin-1-yl(4-methyl-4H-1,2,4-triazol-3-yl)methyl)phenyl)-6-(((1-methylcyclobutyl)amino)methyl)-4-(trifluoromethyl)isoindolin-1-one